CNC(CCN1N=C(C=C1)N1C(CN(CC1)C(C=C)=O)=O)=O N-methyl-3-[3-(2-oxo-4-prop-2-enoyl-piperazin-1-yl)pyrazol-1-yl]propanamide